C1(CC1)C=1C(=NC(=NC1)NC=1C(=NN(C1)C1CN(CC1)C)C)NCCCN1CCN(CCC1=O)C 4-(3-((5-Cyclopropyl-2-((3-methyl-1-(1-methylpyrrolidin-3-yl)-1H-pyrazol-4-yl)amino)pyrimidin-4-yl)amino)propyl)-1-methyl-1,4-diazepan-5-on